C(#N)N=C(N)N The molecule is a guanidine in which one of the amino hydrogens of guanidine itself is substituted by a cyano group. It is used in the manufacture of fertilizers, pharmaceuticals, explosives, oil well drilling muds, and dyestuffs. It has a role as a curing agent, a flame retardant, a fertilizer, an explosive and a nitrification inhibitor. It is a member of guanidines and a nitrile.